Cl.Cl.FC(C=1C=NC=2CCNCC2C1)(F)F 3-(trifluoromethyl)-5,6,7,8-tetrahydro-1,6-naphthyridine, dihydrochloric acid salt